(Trifluoroacetyl)benzoic acid FC(C(=O)C1=C(C(=O)O)C=CC=C1)(F)F